C1(=CC=CC=C1)[Os] phenyl-osmium